COCCCNC1=NC(=NC=C1C(=O)N)NC=1C=NN(C1)C 4-((3-methoxypropyl)amino)-2-((1-methyl-1H-pyrazol-4-yl)amino)pyrimidin-5-carboxamide